2,2,4-trimethyl-7-nitro-3-oxo-3,4-dihydro-2H-benzo[b][1,4]Oxazine-6-carbonitrile CC1(C(N(C2=C(O1)C=C(C(=C2)C#N)[N+](=O)[O-])C)=O)C